NC=1N=NC(=CC1N1CC2CCC(C1)N2C=2C=C(C=CC2)CN2CCC(CC2)C(=O)OC)Cl methyl 1-[[3-[3-(3-amino-6-chloro-pyridazin-4-yl)-3,8-diazabicyclo[3.2.1]octan-8-yl]phenyl]methyl]piperidine-4-carboxylate